CC(=CCC/C(=C/CC/C(=C/CC/C(=C/CC/C(=C/CC/C(=C/CC/C(=C/CC/C(=C/CC/C(=C/CC/C(=C/CC/C(=C/CC/C(=C/CC/C(=C/CC/C(=C/CC/C(=C/COP(=O)(O)OP(=O)(O)O)/C)/C)/C)/C)/C)/C)/C)/C)/C)/C)/C)/C)/C)/C)C The molecule is a polyprenol diphosphate compound having fifteen prenyl units with undefined stereochemistry about the double bonds. It has a role as a Saccharomyces cerevisiae metabolite.